(1-Methyl-1,2,3,5-tetrahydro-4H-benzo[e][1,4]diazepin-4-yl)(3-(3-(methylamino)-1-(thiophen-2-yl)propoxy)phenyl)methanone CN1CCN(CC2=C1C=CC=C2)C(=O)C2=CC(=CC=C2)OC(CCNC)C=2SC=CC2